5-[2-(2-{[N-(naphthalen-2-yl)formamido]methyl}phenyl)-ethynyl]pyridine-2-carboxylic acid C1=C(C=CC2=CC=CC=C12)N(C=O)CC1=C(C=CC=C1)C#CC=1C=CC(=NC1)C(=O)O